pentanedioic acid 1-t-butyl 2,6-dichlorophenyl ester ClC1=C(C(=CC=C1)Cl)OC(CCCC(=O)OC(C)(C)C)=O